(2-sulfamoyl-4-pyridyl)-5-(trifluoromethyl)-2-[3-[4-(trifluoromethyl)phenoxy]azetidin-1-yl]pyridine-3-carboxamide S(N)(=O)(=O)C1=NC=CC(=C1)C1=C(C(=NC=C1C(F)(F)F)N1CC(C1)OC1=CC=C(C=C1)C(F)(F)F)C(=O)N